rac-tert-butyl (1R,2S,4R,6R)-7-oxo-3-oxa-8-azatricyclo[4.2.0.02,4]octane-8-carboxylate O=C1[C@@H]2C[C@H]3O[C@H]3[C@@H]2N1C(=O)OC(C)(C)C |r|